[N+](=O)([O-])C1=C2C(N(C(C2=CC=C1)=O)C1CCN(CC1)C(=O)OC(C)(C)C)=O tert-Butyl 4-(4-nitro-1,3-dioxoisoindolin-2-yl)piperidine-1-carboxylate